COCC1=NC2=CC=CC=C2C(=N1)SCC(=O)C1=CC=C(S1)CNC(C(C)(C)C)=O N-((5-(2-((2-(methoxymethyl)quinazolin-4-yl)thio)acetyl)thiophen-2-yl)methyl)pivalamide